C(C)N(CC(=O)O)CC N,N-diethylglycine